O[C@@H]1CN(CC1)C(C)=O 1-((S)-3-hydroxypyrrolidin-1-yl)ethan-1-one